tert-butyl-5-bromo-3-((1-(tert-butoxycarbonyl) piperidin-4-yl) carbamoyl)-1H-indazole-1-carboxylate C(C)(C)(C)OC(=O)N1N=C(C2=CC(=CC=C12)Br)C(NC1CCN(CC1)C(=O)OC(C)(C)C)=O